ClC1=C(C(=O)N(CC=2OC=CC2)CC2=C(C=CC(=C2)N2CCCC2)N(S(=O)(=O)C=2C=CC3=C(C(=C(O3)C(=O)OCC)C)C2)CC)C=CC=C1 Ethyl 5-(N-(2-((2-chloro-N-(furan-2-ylmethyl) benzoylamino) methyl)-4-(pyrrolidin-1-yl) phenyl)-N-ethylsulfamoyl)-3-methylbenzofuran-2-carboxylate